(2,3-dihydro-2-oxo-1H-imidazo[4,5-b]pyridin-7-yl)-N-(2-methoxypyridin-4-yl)piperazine-1-carboxamide O=C1NC=2C(=NC=CC2C2N(CCNC2)C(=O)NC2=CC(=NC=C2)OC)N1